FC1=C(C=C(C=C1)OC=1C(=C2C=CNC2=CC1F)C)C1=NN(C=C1)CC=1C=C(C=CC1)CCC(=O)N 3-(3-((3-(2-Fluoro-5-((6-fluoro-4-methyl-1H-indol-5-yl)oxy)phenyl)-1H-pyrazol-1-yl)methyl)phenyl)propanamide